diethyl 3-hydroxycycloheptane-1,1-dicarboxylate OC1CC(CCCC1)(C(=O)OCC)C(=O)OCC